C(CC)C(C(=O)N)CCCCCCCC=1SSSC1CCC Dipropyl-trithiolNonanamide